tert-butyl (3R,4R)-4-(((7-(([1,1'-biphenyl]-4-ylmethyl)(tert-butoxycarbonyl)amino)-3-cyclopropylpyrazolo[1,5-a]pyrimidin-5-yl)amino)methyl)-3-hydroxypiperidine-1-carboxylate C1(=CC=C(C=C1)CN(C1=CC(=NC=2N1N=CC2C2CC2)NC[C@@H]2[C@H](CN(CC2)C(=O)OC(C)(C)C)O)C(=O)OC(C)(C)C)C2=CC=CC=C2